2-thiopheneformamidium S1C(=CC=C1)C(=O)[NH3+]